tert-butyl ((3S,6S)-6-((S)-1-(4-fluorophenyl)-1,2,3,4-tetrahydroisoquinoline-2-carbonyl)-3-(hydroxymethyl)tetrahydro-2H-pyran-3-yl)carbamate FC1=CC=C(C=C1)[C@@H]1N(CCC2=CC=CC=C12)C(=O)[C@@H]1CC[C@@](CO1)(CO)NC(OC(C)(C)C)=O